(S)-1-(3-(3-chloro-2-methylphenyl)imidazo[1,5-a]pyrazin-8-yl)-4'H,6'H-spiro[piperidine-4,5'-pyrrolo[1,2-b]pyrazol]-4'-amine ClC=1C(=C(C=CC1)C1=NC=C2N1C=CN=C2N2CCC1([C@@H](C=3N(N=CC3)C1)N)CC2)C